C(=CC1=CC=CC=C1)C(C(C(=O)O)=C)C(=O)O styrene-Itaconic acid